[6-(4-methanesulfonylphenyl)pyridin-3-yl]boronic acid CS(=O)(=O)C1=CC=C(C=C1)C1=CC=C(C=N1)B(O)O